BrC1=CC=C(C=C1)C1=N[C@H](C=2N(C3=C1C=C(C=C3)OC)C(=NN2)C)CC(=O)OC methyl 2-((4S)-6-(4-bromophenyl)-8-methoxy-1-methyl-4H-benzo[f][1,2,4]triazolo[4,3-a][1,4]diazepin-4-yl)acetate